8-((2-hydroxyethyl)(tetradecyl)amino)octanoic acid heptadec-9-yl ester CCCCCCCCC(CCCCCCCC)OC(CCCCCCCN(CCCCCCCCCCCCCC)CCO)=O